O1C=C(C2=C1C=CC=C2)C[C@@H](NC(=O)[C@H]2[C@H]1CC[C@@H](C2)O1)B(O)O ((S)-2-(benzo-furan-3-yl)-1-((1R,2R,4S)-7-oxabicyclo[2.2.1]heptane-2-carboxamido)ethyl)boronic acid